5-bromo-2'-deoxycytidine-5'-triphosphate P(O)(=O)(OP(=O)(O)OP(=O)(O)O)OC[C@@H]1[C@H](C[C@@H](O1)N1C(=O)N=C(N)C(=C1)Br)O